4-(4-carboxy-3-hydroxy-phenyl)-2-hydroxybenzoic acid C(=O)(O)C1=C(C=C(C=C1)C1=CC(=C(C(=O)O)C=C1)O)O